benzeneCaffeic acid phenyl ester C1(=CC=CC=C1)OC(\C=C\C1=CC(O)=C(O)C=C1C1=CC=CC=C1)=O